ClC1(CC=C(C[C@H](NC(=O)OCC2C3=CC=CC=C3C=3C=CC=CC23)C(=O)O)C=C1)F 4-chloro-N-{[(9H-fluoren-9-yl)methoxy]carbonyl}-4-fluoro-L-phenylalanine